4-fluoro-2-(2,2,2-Trifluoroethoxy)aniline FC1=CC(=C(N)C=C1)OCC(F)(F)F